2-carboxyl-3-(3-nitro-4-methoxybenzoyl)-butyric acid C(=O)(O)C(C(=O)O)C(C)C(C1=CC(=C(C=C1)OC)[N+](=O)[O-])=O